(S)-2-amino-1-phenylethyl alcohol NC[C@H](C1=CC=CC=C1)O